N-(3-(1H-indol-1-yl)propyl)-2-ethyl-6-methylthieno[2,3-d]pyrimidin-4-amine N1(C=CC2=CC=CC=C12)CCCNC=1C2=C(N=C(N1)CC)SC(=C2)C